6-[3-carbamoyl-4-(4-fluoro-2-methoxy-phenyl)-6,7-dihydro-5H-cyclopenta[c]pyridin-1-yl]-3,4-dihydro-1H-isoquinoline-2-carboxylic acid tert-butyl ester C(C)(C)(C)OC(=O)N1CC2=CC=C(C=C2CC1)C1=NC(=C(C2=C1CCC2)C2=C(C=C(C=C2)F)OC)C(N)=O